(3,4-dimethylphenyl){4-[4-{[1-(propan-2-yl)-1H-pyrazolo[4,3-c]pyridin-6-yl]amino}-6-(pyrrolidin-1-yl)pyrimidin-2-yl]piperazin-1-yl}methanone CC=1C=C(C=CC1C)C(=O)N1CCN(CC1)C1=NC(=CC(=N1)NC1=CC2=C(C=N1)C=NN2C(C)C)N2CCCC2